17-Cyclopropylmethyl-3,14β-dihydroxy-4,5α-epoxy-6β-[(2'-naphthyl)acetamido]morphinan C1(CC1)CN1[C@H]2[C@@]3(CC[C@H]([C@H]4[C@@]3(C=3C(=C(C=CC3C2)O)O4)CC1)NC(CC1=CC=CC4=CC=CC=C14)=O)O